N-(3-(furan-3-yl)-4-methylphenyl)-6-((1-hydroxy-2-methylpropan-2-yl)amino)-2-(6-azaspiro[2.5]octan-6-yl)nicotinamide O1C=C(C=C1)C=1C=C(C=CC1C)NC(C1=C(N=C(C=C1)NC(CO)(C)C)N1CCC2(CC2)CC1)=O